2-methyl-5-((1-methyl-1H-pyrazol-4-yl)methoxy)-2H-indazole-3-carboxylic acid CN1N=C2C=CC(=CC2=C1C(=O)O)OCC=1C=NN(C1)C